5-amino-2-(2-((3-cyanophenyl)amino)-4-fluorophenyl)-6-(5-methyl-1H-indazol-4-yl)pyrimidine-4-carboxamide NC=1C(=NC(=NC1C1=C2C=NNC2=CC=C1C)C1=C(C=C(C=C1)F)NC1=CC(=CC=C1)C#N)C(=O)N